1-(thiophen-2-yl-ethyl)guanidine hydrochloride Cl.S1C(=CC=C1)CCNC(=N)N